C(#N)C1=CC=C(C=C1)C[C@@H](C(=O)N[C@@H](CC1=CC=CC=C1)C[C@@H]([C@H](CC1=CC=CC=C1)NC(COC1=C(C=CC=C1C)C)=O)O)N1C(NCCC1)=O (S)-3-(4-cyanophenyl)-N-((2S,4S,5S)-5-(2-(2,6-dimethylphenoxy)acetamido)-4-hydroxy-1,6-diphenylhexan-2-yl)-2-(2-oxotetrahydropyrimidin-1(2H)yl)propanamide